tert-butyl (S)-3-(2-(4-benzyl-2-oxooxazolidin-3-yl)-2-oxoethylidene)azetidine-1-carboxylate C(C1=CC=CC=C1)[C@@H]1N(C(OC1)=O)C(C=C1CN(C1)C(=O)OC(C)(C)C)=O